[Si](C1=CC=CC=C1)(C1=CC=CC=C1)(C(C)(C)C)OCC=1C(=C(C=CC1)S(=O)(=O)Cl)Cl 3-(((tert-butyldiphenylsilyl)oxy)methyl)-2-chlorobenzenesulfonylchloride